F[C@@H]1[C@@H](C1)C(=O)NC1=NC=C2C=C(C=3N(C2=C1)C=CN3)C=3C=NC(=CC3C)[C@H](CC)O (1S,2S)-2-fluoro-N-(4-{6-[(1S)-1-hydroxypropyl]-4-methylpyridin-3-yl}imidazo[1,2-a]1,6-naphthyridin-8-yl)cyclopropane-1-carboxamide